CC1=CC=2C(=NC=C(C2)C2=CC(CC2)=O)N1S(=O)(=O)C1=CC=C(C)C=C1 3-(2-methyl-1-tosyl-1H-pyrrolo[2,3-b]pyridin-5-yl)cyclopent-2-en-1-one